tert-butyl (R)-3-(3-amino-5-(3,4-difluorophenyl)thiophene-2-carboxamido)piperidine-1-carboxylate NC1=C(SC(=C1)C1=CC(=C(C=C1)F)F)C(=O)N[C@H]1CN(CCC1)C(=O)OC(C)(C)C